ClC=1C(=C(C(=O)O)C(=CC1)N\C=C/[N+](=O)[O-])F (Z)-3-chloro-2-fluoro-6-(2-nitrovinylamino)benzoic acid